CC1(COC(OC1)CC1(CC=CC1)C=O)C 1-[(5,5-Dimethyl-1,3-dioxan-2-yl)methyl]cyclopent-3-ene-1-carbaldehyde